(2S,3R)-3-cyclopropyl-2,3-dihydroxypropionic acid ethyl ester C(C)OC([C@H]([C@H](O)C1CC1)O)=O